N1(CCCCC1)C=1C(=C(C(=O)NC2C(NC(CC2)=O)=O)C=CC1)F piperidin-1-yl-N-(2,6-dioxopiperidin-3-yl)-2-fluorobenzamide